4-((2-Methylquinolin-4-yl)oxy)piperidine-1-carboxylic acid tert-butyl ester C(C)(C)(C)OC(=O)N1CCC(CC1)OC1=CC(=NC2=CC=CC=C12)C